OC(CNC(C1=NC=C(C=C1)N1CCNCC1)=O)(C)C N-(2-hydroxy-2-methylpropyl)-5-(piperazin-1-yl)picolinamide